FC1=C(C=C(C=C1)F)[C@@H]1N(CCC1)C1=NC=2N(C=C1)N=CC2NC(=O)N2C[C@H](CC2)O (S)-N-(5-((R)-2-(2,5-difluorophenyl)-pyrrolidin-1-yl)-pyrazolo[1,5-A]pyrimidin-3-yl)-3-hydroxypyrrolidine-1-carboxamide